2-(7,8-Difluoro-3-(methoxymethoxy)naphthalen-1-yl-5-d)-4,4,5,5-tetramethyl-1,3,2-dioxaborolane FC=1C=C(C=2C=C(C=C(C2C1F)B1OC(C(O1)(C)C)(C)C)OCOC)[2H]